P(=O)(OC)(OC1=C(C=CC=C1)Cl)OC[C@@H](COCCCCCCCCCCCCCCCCCC)OCC1=CC(=C(C=C1)OC)C#N methyl (2-chlorophenyl) ((R)-2-((3-cyano-4-methoxybenzyl)oxy)-3-(octadecyloxy)propyl) phosphate